ClC1=NC=2C=CC(=CC2C2=C1NC(N2CC2=CC(=CC=C2)CN2CCCC2)=O)C 4-chloro-8-methyl-1-(3-(pyrrolidine-1-ylmethyl)benzyl)-1H-imidazo[4,5-c]Quinolin-2(3H)-one